(S)-N-(2-Chloro-3-(3'-chloro-6-methoxy-5-((((5-oxopyrrolidin-2-yl)methyl)amino)methyl)-[2,4'-bipyridin]-2'-yl)phenyl)-5-(((2-hydroxyethyl)amino)methyl)thiazole-2-carboxamide ClC1=C(C=CC=C1C1=NC=CC(=C1Cl)C1=NC(=C(C=C1)CNC[C@H]1NC(CC1)=O)OC)NC(=O)C=1SC(=CN1)CNCCO